2-(ethoxymethyl)-5-iodo-4-(propan-2-yl)-1H-imidazole C(C)OCC=1NC(=C(N1)C(C)C)I